benzyl 4-((2,4-dihydroxy-3,6-dimethylbenzoyl)oxy)-3-ethyl-2,5,6-trimethylbenzoate OC1=C(C(=O)OC2=C(C(=C(C(=O)OCC3=CC=CC=C3)C(=C2C)C)C)CC)C(=CC(=C1C)O)C